FC(C=C1CC(C1)C(=O)OCC1=CC=C(C=C1)OC)(F)F 4-Methoxybenzyl 3-(2,2,2-trifluoroethylidene)cyclobutane-1-carboxylate